C1=CC2=C(C=C1O)C(=CN2)CC[NH3+] The molecule is an ammonium ion that is the conjugate acid of serotonin; major species at pH 7.3. It has a role as a human metabolite. It is a conjugate acid of a serotonin.